C(C1=CC=CC=C1)SSC=1OC2=C(N1)C=CC=C2 2-(benzyldisulfanyl)benzo[d]oxazole